ClC=1N=NC(=CC1[C@H]1[C@@H](C1)C(F)(F)F)Cl 3,6-Dichloro-4-(trans-2-(trifluoromethyl)cyclopropyl)pyridazine